ClC=1C(=CC2=C(N(CN(S2(=O)=O)[C@@H]([C@H](C)C2=C(C(=CC=C2F)C)C)C=2OC(NN2)=O)C)C1)C 6-chloro-2-[(1S,2R)-2-(6-fluoro-2,3-dimethylphenyl)-1-(5-oxo-4H-1,3,4-oxadiazol-2-yl)propyl]-4,7-dimethyl-3H-1lambda6,2,4-benzothiadiazine-1,1-dione